3-[tert-butyl-(dimethyl)silyl]oxetanecarboxaldehyde C(C)(C)(C)[Si](C1C(OC1)C=O)(C)C